CBBBBBCBBB 1,7-dicarbadecaborane